(9H-fluoren-9-yl)methyl 6-(methoxy(methyl)carbamoyl)-3,4-dihydroquinoline-1(2H)-carboxylate CON(C(=O)C=1C=C2CCCN(C2=CC1)C(=O)OCC1C2=CC=CC=C2C=2C=CC=CC12)C